4-(4-(2-(Benzylamino)benzo[d]oxazol-5-yl)-6-morpholino-1,3,5-triazin-2-yl)piperazine C(C1=CC=CC=C1)NC=1OC2=C(N1)C=C(C=C2)C2=NC(=NC(=N2)N2CCOCC2)N2CCNCC2